C(C)(C)(C)N(C(=O)OCC1=C(C=C(C(=C1)C=C)F)N)CCC1CCN(CC1)C(=O)C=1N(C2=CC(=CC=C2C1[N+](=O)[O-])C#N)CCS(=O)(=O)C1=CC=CC=C1 (2-amino-4-fluoro-5-vinylphenyl)methanol tert-Butyl-(2-(1-(6-cyano-3-nitro-1-(2-(phenylsulfonyl)ethyl)-1H-indole-2-carbonyl)piperidin-4-yl)ethyl)carbamate